1-fluoro-benzenesulfonyl-methane FC1(CC=CC=C1)S(=O)(=O)C